stearate sodium salt [Na+].C(CCCCCCCCCCCCCCCCC)(=O)[O-]